N-(4-(2-(benzylamino)-2-oxoethyl)phenyl)-3-chloro-4-methoxybenzamide C(C1=CC=CC=C1)NC(CC1=CC=C(C=C1)NC(C1=CC(=C(C=C1)OC)Cl)=O)=O